COC1=CC=C(CN(C2=NC(=NN3C2=NC=C3C(O)C3=C(C=C(C=C3)OC3CN(CC3)CC)F)OCCCC)CC3=CC=C(C=C3)OC)C=C1 (4-(bis(4-methoxybenzyl)amino)-2-butoxyimidazo[2,1-f][1,2,4]triazin-7-yl)(4-((1-ethylpyrrolidin-3-yl)oxy)-2-fluorophenyl)methanol